3-(4-(aminomethyl)phenyl)-6-((1-(2-chloro-4-morpholinobenzyl)-4-hydroxypiperidin-4-yl)methyl)-2-methyl-2,6-dihydro-7H-pyrazolo[4,3-d]pyrimidin-7-one dihydrochloride Cl.Cl.NCC1=CC=C(C=C1)C=1N(N=C2C1N=CN(C2=O)CC2(CCN(CC2)CC2=C(C=C(C=C2)N2CCOCC2)Cl)O)C